CC1(COCC2(CC2C(=O)O)C1)C 7,7-dimethyl-5-oxaspiro[2.5]octane-1-carboxylic acid